Tris(dimethylamido)gallium(III) CN(C)[Ga-]N(C)C.CN(C)[Ga-](N(C)C)(N(C)C)N(C)C